N1[C@H]2[C@@H](CCC1)CN(C2)C=2C=C1C(=CC(=NC1=NC2)C2=CC1=CN(N=C1C=C2O)C)Cl 5-{6-[(4aS,7aS)-octahydropyrrolo[3,4-b]pyridin-6-yl]-4-chloro-1,8-naphthyridin-2-yl}-2-methylindazol-6-ol